FC=1C(=NOC1C)C1=NN=C2C=CC(=NN21)OCC2=CC=C1C(=N2)CCN(C1)C1COC1 2-(((3-(4-fluoro-5-methylisoxazol-3-yl)[1,2,4]triazolo[3,4-f][1,2]diazine-6-yl)oxy)methyl)-6-(oxetan-3-yl)-5,6,7,8-tetrahydropyrido[4,3-b]pyridine